C1(=CC=C(C=C1)C1=CC(=NC=C1)CN1CCC2(CCCO2)CC1)C1=CC=CC=C1 8-((4-([1,1'-biphenyl]-4-yl)pyridin-2-yl)methyl)-1-oxa-8-azaspiro[4.5]decane